FC1=C2C=CC(=CC2=CC=C1)O 5-fluoronaphthalen-2-ol